FC(C1=NC=C(C=N1)B1OC(C(O1)(C)C)(C)C)F 2-(difluoromethyl)-5-(4,4,5,5-tetramethyl-1,3,2-dioxaborolan-2-yl)pyrimidine